ClC1=CC=C(C(=N1)OC)NC(C)=O N-(6-chloro-2-methoxypyridin-3-yl)acetamide